C1=CC=C(C=2SC3=C(C21)C=CC=C3)C=3C=C(C=CC3)C3=CC(=CC=C3)C3=CN=C2C(=N3)OC3=C2C=2C=CC=CC2C=C3 9-[(3'-dibenzothiophene-4-yl)biphenyl-3-yl]Naphtho[1',2':4,5]Furo[2,3-b]Pyrazine